C(C1=CC=CC=C1)OC1=C(C=C(C=C1B(O)O)C(F)(F)F)C[C@@H](C(=O)O)NC(=O)OC(C)(C)C (2S)-3-[2-(benzyloxy)-3-(dihydroxyboranyl)-5-(trifluoromethyl)phenyl]-2-[(tert-butoxycarbonyl)amino]propanoic acid